BrC1=C(C(=NC2=CN=CC=C12)OC[C@H]1N(CCC1)C)F (S)-4-bromo-3-fluoro-2-((1-methylpyrrolidin-2-yl)methoxy)-1,7-naphthyridine